tert-butyl 1-(3-((tert-butoxycarbonyl)(3-phenoxyphenethyl) amino)propyl)-2-methylhydrazine-1-carboxylate C(C)(C)(C)OC(=O)N(CCCN(NC)C(=O)OC(C)(C)C)CCC1=CC(=CC=C1)OC1=CC=CC=C1